CC1=CC(=C(C1)[Si](C)(C)C)CCCC 1-methyl-3-normal butyl-4-trimethylsilylcyclopentadiene